5-{5-Methyl-2-[4-(3-methyl-butoxy)-phenylamino]-pyrimidin-4-ylamino}-3H-benzooxazol-2-one CC=1C(=NC(=NC1)NC1=CC=C(C=C1)OCCC(C)C)NC=1C=CC2=C(NC(O2)=O)C1